C(C1=CC=CC=C1)C=1C(=C(C(=O)[O-])C=CC1)Br benzylbromobenzoate